FC(CN1C(=NC=2C1=NC(=CC2)C=2C=CN1N=C(N=CC12)NCC1(CC1)C(F)(F)F)C)F 5-(3-(2,2-difluoroethyl)-2-methyl-3H-imidazo[4,5-b]pyridin-5-yl)-N-((1-(trifluoromethyl)cyclopropyl)methyl)pyrrolo[2,1-f][1,2,4]triazin-2-amine